C(C1=CC=CC=C1)OC(=O)N[C@H]1C[C@H](C[C@H](C1)O)C(=O)OC methyl (1R,3S,5R)-3-(benzyloxycarbonylamino)-5-hydroxy-cyclohexanecarboxylate